FC(C1CC(C1)NC(=O)N[C@@H](C)C1=CC(=CC=C1)OC(F)(F)F)F 1-((1r,3S)-3-(difluoromethyl)cyclobutyl)-3-((S)-1-(3-(trifluoromethoxy)phenyl)ethyl)urea